(S)-(3-chloro-1-cyclohexyl-2-oxopropyl)carbamate ClCC([C@H](C1CCCCC1)NC([O-])=O)=O